C(CCC)C1=NC=2C(=C3C(=NC2)C=CS3)N1C 2-butyl-1-methyl-1H-imidazo[4,5-d]thieno[3,2-b]pyridine